C1(=CC=CC=C1)CCCC1C2C=CC(C1)C2 5-(3'-phenylpropyl)norbornene